[B].[B].C1(O)=C(O)C(=CC=C1)C(=O)O.C1(O)=C(O)C(=CC=C1)C(=O)O bis(catecholic acid) diboron